tert-Butyl (2-(1-(2-amino-6-methylpyrimidin-4-yl)piperidin-3-yl)-3-oxo-1-(3-(pyrrolidin-1-yl)phenyl)-6,9,12-trioxa-2-azatetradecan-14-yl)carbamate NC1=NC(=CC(=N1)N1CC(CCC1)N(CC1=CC(=CC=C1)N1CCCC1)C(CCOCCOCCOCCNC(OC(C)(C)C)=O)=O)C